(3R)-N-[6,7-di(2H3)methoxy-1H,2H,3H-cyclopenta[b]quinolin-9-yl]piperidin-3-amine C(OC=1C(=CC=2C(=C3C(=NC2C1)CCC3)N[C@H]3CNCCC3)OC([2H])([2H])[2H])([2H])([2H])[2H]